9,10-dioctylnonadecane-1,19-diamine C(CCCCCCC)C(CCCCCCCCN)C(CCCCCCCCCN)CCCCCCCC